CC=1C(=C(C=2C(N1)=NON2)N)CN2N=C(C=C2)[N+](=O)[O-] 5-methyl-6-[(3-nitro-1H-pyrazol-1-yl)methyl]-[1,2,5]oxadiazolo[3,4-b]pyridin-7-amine